CC(C(=O)SCCNC(CCNC([C@@H](C(COP(OP(OC[C@@H]1[C@H]([C@H]([C@@H](O1)N1C=NC=2C(N)=NC=NC12)O)OP(=O)(O)O)(=O)O)(=O)O)(C)C)O)=O)=O)CCC(=O)O methyl-glutaryl-coa